5-(2-(3-chloro-4-fluorophenyl)acetyl)-2,2-dimethyl-1,3-dioxane-4,6-dione ClC=1C=C(C=CC1F)CC(=O)C1C(OC(OC1=O)(C)C)=O